N-ethyl-N-(2-hydroxy-3-sulfopropyl)-3,5-dimethyl-aniline C(C)N(C1=CC(=CC(=C1)C)C)CC(CS(=O)(=O)O)O